COC1=CC=C(C(=O)NC[C@@H]2CC[C@H](CC2)C(=O)O)C=C1 trans-4-(p-methoxybenzoyl)aminomethylcyclohexanecarboxylic acid